1-bromo-4-(octyloxy)benzene BrC1=CC=C(C=C1)OCCCCCCCC